CC1=NOC(=C1C=1C=C(C2=C(N(C(=N2)C)[C@@H](C)C2=CC=CC=C2)C1)[N+](=O)[O-])C (S)-3,5-dimethyl-4-(2-methyl-4-nitro-1-(1-phenylethyl)-1H-benzo[d]imidazol-6-yl)isoxazole